NC=1C=C(C=C(C1)C(F)(F)F)[C@@H](C)C1=C2C(=NC(=NC2=CC(=C1C[C@H](C)OC)OC)C)N ((R)-1-(3-amino-5-(trifluoromethyl)phenyl)ethyl)-7-methoxy-6-((S)-2-methoxypropyl)-2-methyl-quinazolin-4-amine